N,N-dimethyl-N'-tolyl-urea CN(C(=O)NC1=C(C=CC=C1)C)C